N-(4-((S*)-2-(4-chloro-2,3-difluorophenyl)propyl)-6-(((R)-1-hydroxy-4-methylpentan-2-yl)amino)-1,3,5-triazin-2-yl)methanesulfonamide ClC1=C(C(=C(C=C1)[C@H](CC1=NC(=NC(=N1)N[C@@H](CO)CC(C)C)NS(=O)(=O)C)C)F)F |o1:7|